2-(1-(((5-(4-(5-chlorooxazolo[4,5-b]pyridin-2-yl)piperazin-1-yl)(6-carbonyl)-3-methylpyridin-2-yl)oxy)methyl)cyclopropyl)acetonitrile ClC1=CC=C2C(=N1)N=C(O2)N2CCN(CC2)C2=CC(=C(NC2=C=O)OCC2(CC2)CC#N)C